(S)-N-(4-(8-(3-aminopyrrolidin-1-yl)-6,7-dihydro-5H-benzo[6,7]cyclohepta[1,2-b]quinolin-10-yl)pyrimidin-2-yl)cyclopropanecarboxamide hydrochloride Cl.N[C@@H]1CN(CC1)C1=C2C(=NC3=CC=C(C=C13)C1=NC(=NC=C1)NC(=O)C1CC1)C1=C(CCC2)C=CC=C1